N1C=NC=C1CN1C2CN(CC1C2)C2=CC=C(C=N2)C2=NC1=CC=CC=C1C(=N2)NC2=NNC(=C2)C 2-(6-(6-((1H-imidazol-5-yl)methyl)-3,6-diazabicyclo[3.1.1]heptan-3-yl)pyridin-3-yl)-N-(5-methyl-1H-pyrazol-3-yl)quinazolin-4-amine